platinum-tin-aluminum [Al].[Sn].[Pt]